6-(dimethylamino)nicotinamide CN(C1=NC=C(C(=O)N)C=C1)C